F\C=C/C(F)(F)F cis-1,3,3,3-tetrafluoropropylene